1-(bicyclo[1.1.1]pentan-1-yl)-4-((5-(3-fluorophenyl)-1,3,4-thiadiazol-2-yl)methyl)piperazine-2,3-dione C12(CC(C1)C2)N2C(C(N(CC2)CC=2SC(=NN2)C2=CC(=CC=C2)F)=O)=O